3-isopropyl-N-(3-methyl-1,1-dioxo-thietan-3-yl)-2-oxo-1-[3-(1,1,2,2-tetrafluoroethoxy)phenyl]benz-imidazole-5-carboxamide C(C)(C)N1C(N(C2=C1C=C(C=C2)C(=O)NC2(CS(C2)(=O)=O)C)C2=CC(=CC=C2)OC(C(F)F)(F)F)=O